CC1=C2C=CC(=NC2=CC=C1)C1=CC(=CC(=C1)C)C 5-methyl-2-(3,5-dimethylphenyl)quinoline